6-(2-hydroxy-2-(3'-(trifluoromethoxy)-[1,1'-biphenyl]-3-yl)acetyl)-2-(1-(4-isopropylthiophen-2-yl)cyclopropyl)-3,5,6,7,8,9-hexahydro-4H-pyrimido[5,4-c]azepin-4-one OC(C(=O)N1CC2=C(CCC1)N=C(NC2=O)C2(CC2)C=2SC=C(C2)C(C)C)C=2C=C(C=CC2)C2=CC(=CC=C2)OC(F)(F)F